5-cyclobutyl-2,5,6,7-tetrahydro-4H-pyrazolo[4,3-c]pyridine-4-one C1(CCC1)N1C(C=2C(CC1)=NNC2)=O